FC(C(C)=O)(F)F 3,3,3-trifluoroaceton